C1(=CC=CC=C1)C1(CC(=NO1)C(=O)OCC)C1=CC=CC=C1 ethyl 5,5-diphenyl-4,5-dihydro-isoxazole-3-carboxylate